C1(=CCCCC1)C1=CC2=C(C(N(CCN2C)C[C@@H](CN2CC3=CC=CC=C3CC2)O)=O)C=C1 8-(cyclohexen-1-yl)-4-[(2R)-3-(3,4-dihydro-1H-isoquinolin-2-yl)-2-hydroxy-propyl]-1-methyl-2,3-dihydro-1,4-benzodiazepine-5-one